COC=1C=C(C=CC1)C1CN(CC1)C(=O)C1=C(OC=2N=CN=C(C21)NC2(CC2)C)C 5-[3-(3-methoxyphenyl)pyrrolidine-1-carbonyl]-6-methyl-N-(1-methylcyclopropyl)furo[2,3-d]pyrimidin-4-amine